tribromoneopentyl acetate C(C)(=O)OC(C(CBr)(C)C)(Br)Br